C(C1=CC=CC=C1)OC1=C(C(=O)O)C=C(C(=C1)CC#N)OCC1=CC=CC=C1 2,5-bis(benzyloxy)-4-(cyanomethyl)benzoic acid